2-(2,4-Dichlorophenyl)-4-phenyl-5-ethylimidazole ClC1=C(C=CC(=C1)Cl)C=1NC(=C(N1)C1=CC=CC=C1)CC